BrC=1C=C2C=C(C(N(C2=CC1)C)=O)C1=CC=C(C=C1)S(=O)(=O)C 6-bromo-1-methyl-3-(4-(methylsulfonyl)phenyl)quinolin-2(1H)-one